C(C)(C)(C)OC(NCCCC(=O)C1=NC=CC=C1C1CC1)=O (4-(3-Cyclopropylpyridin-2-yl)-4-oxobutyl)carbamic acid tert-butyl ester